triphenylmethylium tetrakis(3,5-bistrifluoromethylphenyl)borate aluminum bis(propylacetoacetate) C(CC)CC(CC(=O)[O-])=O.C(CC)CC(CC(=O)[O-])=O.[Al+2].FC(C=1C=C(C=C(C1)C(F)(F)F)[B-](C1=CC(=CC(=C1)C(F)(F)F)C(F)(F)F)(C1=CC(=CC(=C1)C(F)(F)F)C(F)(F)F)C1=CC(=CC(=C1)C(F)(F)F)C(F)(F)F)(F)F.C1(=CC=CC=C1)[C+](C1=CC=CC=C1)C1=CC=CC=C1